CS(=O)(=O)C methylsulfon